4-methoxythioacridone COSC1=CC=CC=2C(C3=CC=CC=C3NC12)=O